6-[3-fluoro-4-(methoxycarbonyl)phenyl]-2,6-diazaspiro[3.3]heptane-2-carboxylic acid tert-butyl ester C(C)(C)(C)OC(=O)N1CC2(C1)CN(C2)C2=CC(=C(C=C2)C(=O)OC)F